1-(4-((5-(4-(((tert-butoxycarbonyl)amino)methyl)-4-methylpiperidin-1-yl)pyrazin-2-yl)thio)-3-chloropyridin-2-yl)piperidine-4-carboxylic acid C(C)(C)(C)OC(=O)NCC1(CCN(CC1)C=1N=CC(=NC1)SC1=C(C(=NC=C1)N1CCC(CC1)C(=O)O)Cl)C